2-(4-(2-(trifluoromethyl)benzoyl)-1H-pyrrol-2-yl)-1H-benzo[d]imidazole-6-carbonitrile FC(C1=C(C(=O)C=2C=C(NC2)C2=NC3=C(N2)C=C(C=C3)C#N)C=CC=C1)(F)F